Gamma-piperazinyl-propyl-methyl-dimethoxysilane N1(CCNCC1)CCC[Si](OC)(OC)C